BrC=1C=C(COC2=CC=C(C=C2)[C@H]2[C@@H](C2)NC2CCC(CC2)NC(OC(C)(C)C)=O)C=CC1 tert-butyl (4-(((trans)-2-(4-((3-bromobenzyl)oxy)phenyl)cyclopropyl)amino)cyclohexyl)carbamate